N6-((1-(benzo[b]thiophen-4-yl)piperidin-4-yl)methyl)-4,5,6,7-tetrahydrobenzo[d]thiazole-2,6-diamine S1C2=C(C=C1)C(=CC=C2)N2CCC(CC2)CNC2CC1=C(N=C(S1)N)CC2